OCCC1C(CN(CC1C)C(=O)OC(C)(C)C)C tert-butyl 4-(2-hydroxyethyl)-3,5-dimethylpiperidine-1-carboxylate